BrC1=CC=C(C=C1)N1C[C@@H](N([C@@H](C1)C)C)C (2S,6R)-4-(4-bromophenyl)-1,2,6-trimethyl-piperazine